NC1=NC=NN2C1=C(C(=N2)C2=CC=C(C=C2)NC(C#C)=O)C2=CC(=C(C=C2)OC2=NC(=CC=C2)C)F N-(4-(4-amino-5-(3-fluoro-4-((6-methylpyridin-2-yl)oxy)phenyl)pyrazolo[5,1-f][1,2,4]triazin-6-yl)phenyl)propiolamide